3-(pyridin-4-yl)-5-(4,4,5,5-tetramethyl-1,3,2-dioxaborolan-2-yl)-1-trityl-1H-indazole N1=CC=C(C=C1)C1=NN(C2=CC=C(C=C12)B1OC(C(O1)(C)C)(C)C)C(C1=CC=CC=C1)(C1=CC=CC=C1)C1=CC=CC=C1